1-(4-bromo-2,2-dimethyl-2,3-dihydrobenzofuran-7-yl)-3-(4-((1-ethylpiperidin-4-yl)oxy)-3-(trifluoromethyl)phenyl)urea BrC1=CC=C(C2=C1CC(O2)(C)C)NC(=O)NC2=CC(=C(C=C2)OC2CCN(CC2)CC)C(F)(F)F